C(CCCCCCCCCCCCCCCCC)OC1(CC=CC(=C1)N)N 2-octadecyloxy-2,4-diaminobenzene